ClC1=NC(=CC(=N1)C#N)NC1=C(C=CC=C1)Cl 2-chloro-6-[(2-chlorophenyl)amino]pyrimidine-4-carbonitrile